FC(C1=CC=C(C=C1)C(C)N1CCN(CC1)CC1=C(C#N)C=CC=C1)(F)F 2-((4-(1-(4-(trifluoromethyl)phenyl)ethyl)piperazin-1-yl)methyl)benzonitrile